1-fluoro-N-((6S,7S)-6-((2-fluoro-[1,1'-biphenyl]-3-yl)methyl)-5-azaspiro[2.4]heptan-7-yl)methanesulfonamide hydrochloride Cl.FCS(=O)(=O)N[C@@H]1[C@@H](NCC12CC2)CC=2C(=C(C=CC2)C2=CC=CC=C2)F